C(C)(C)(C)OC(=O)N(CC1=CC=CC=C1)C(COCCO)O N-(t-butoxycarbonyl)benzylaminodiethylene glycol